ClC1=C2C(=NC=C1)NCC2(CC)C=2C=C(C=CC2)N2C(N(CCC2)CC2CCNCC2)=O 1-(3-{4-chloro-3-ethyl-1H-pyrrolo[2,3-b]pyridin-3-yl}phenyl)-3-(piperidin-4-ylmethyl)-1,3-diazinan-2-one